tert-butyl (4S)-2-chloro-4-[[(R)-2-methylpropane-2-sulfinyl]amino]-4,6-dihydrospiro[cyclopenta[d][1,3]thiazole-5,4-piperidine]-1-carboxylate ClC=1S(C2=C(N1)[C@H](C1(CCNCC1)C2)N[S@](=O)C(C)(C)C)C(=O)OC(C)(C)C